NC=1C(=C(C(=CC1)F)NC(C1=C(C(=CC(=C1)NC(=O)[C@@H]1C([C@H]1C1=CC(=C(C=C1)F)C(F)(F)F)(Cl)Cl)C)Cl)=O)F N-(3-amino-2,6-difluorophenyl)-2-chloro-5-((1R,3R)-2,2-dichloro-3-(4-fluoro-3-(trifluoromethyl)phenyl)cyclopropane-1-carboxamido)-3-methylbenzamide